N-(2-{4-[(aminosulfonyl)amino]hexahydropyridin-1-yl}-5-fluorophenyl)-8-(thiophen-3-yl)imidazo[3,2-a]pyrazine-6-carboxamide NS(=O)(=O)NC1CCN(CC1)C1=C(C=C(C=C1)F)NC(=O)C=1N=C(C=2N(C1)C=CN2)C2=CSC=C2